C(C)OC(=O)C=1N=C2N(N1)C(CC2OCC2=CC=CC=C2)C(C)=O 5-acetyl-7-benzyloxy-6,7-dihydro-5H-pyrrolo[1,2-b][1,2,4]triazole-2-carboxylic acid ethyl ester